(R)-3-(3-(3-(4-chloro-2-fluorophenyl)ureido)-4-((S)-1-ethoxy-2,2,2-trifluoroethyl)phenyl)pentanoic acid ClC1=CC(=C(C=C1)NC(NC=1C=C(C=CC1[C@@H](C(F)(F)F)OCC)[C@@H](CC(=O)O)CC)=O)F